4-fluorobenzonitrile FC1=CC=C(C#N)C=C1